ClC=1C=C(OCC(C)O)C=CC1C=1N(C2=NC=NC(=C2N1)OC1(CC1)C)CC1=NC=CC(=C1)C 1-(3-Chloro-4-(6-(1-methylcyclopropoxy)-9-((4-methylpyridin-2-yl)methyl)-9H-purin-8-yl)phenoxy)propan-2-ol